tert-butyl-4-(3-((1s,3s)-3-hydroxycyclobutoxy)propyl)piperazine-1-carboxylate C(C)(C)(C)OC(=O)N1CCN(CC1)CCCOC1CC(C1)O